ClC=1C=C(C=NC1N1N=CC=N1)NC(=O)C=1C=NN(C1C(F)(F)F)C1=C2C=CC(=NC2=CC=C1)C N-(5-Chloro-6-(2H-1,2,3-triazol-2-yl)pyridin-3-yl)-1-(2-methylchinolin-5-yl)-5-(trifluoromethyl)-1H-pyrazol-4-carboxamid